C1(CC1)C=1N=C(SC1C)NC(C1=C(C=CC=C1)C)=O N-(4-cyclopropyl-5-methylthiazol-2-yl)-2-methylbenzamide